6,8-dihydro-5H-1,6-naphthyridin-7-one N1=CC=CC=2CNC(CC12)=O